COC(=O)C=1C(N(C2=CC(=CC=C2C1N)C#C[Si](C)(C)C)C1=CC=CC=C1)=O 4-Amino-7-(trimethylsilyl)ethynyl-2-oxo-1-phenyl-1,2-dihydroquinoline-3-carboxylic acid methyl ester